N-[7-benzyloxy-5-fluoro-6-(1,1,4-trioxo-1,2,5-thiadiazolidin-2-yl)-2-naphthyl]-4-[3-(2,6-dioxo-3-piperidyl)-1-methyl-2-oxo-8,9-dihydro-7H-imidazo[4,5-f]quinolin-6-yl]butanamide C(C1=CC=CC=C1)OC1=C(C(=C2C=CC(=CC2=C1)NC(CCCN1CCCC2=C3C(=CC=C12)N(C(N3C)=O)C3C(NC(CC3)=O)=O)=O)F)N3S(NC(C3)=O)(=O)=O